IC1=C(C(=C(C(=C1I)C(=O)O)I)I)C(=O)O 2,3,5,6-tetraiodobenzene-1,4-dicarboxylic acid